ClC=1C=C(C=CC1F)N(C(=O)[C@@H]1CN=C(N1C1=NC(=CC(=C1)C(F)(F)F)C)NO)C (S)-N-(3-chloro-4-fluorophenyl)-2-hydroxyamino-N-methyl-1-(6-methyl-4-trifluoromethylpyridin-2-yl)-4,5-dihydro-1H-imidazole-5-carboxamide